4-(difluoromethylene)piperidine-1-carboxylic acid tert-butyl ester C(C)(C)(C)OC(=O)N1CCC(CC1)=C(F)F